ClC1=C(C=CC=C1)[C@H]1CC[C@H](N1C(C1=CC=C(C=C1)C=1C=NC(=NC1)OC)=O)C(=O)O (2S,5R)-5-(2-chlorophenyl)-1-(4-(2-methoxypyrimidin-5-yl)benzoyl)pyrrolidine-2-carboxylic acid